CC1=NC=2N(C=C1)C=CN2 7-methylimidazo[1,2-a]pyrimidine